C1(CC1)C=1C=C(C=NC1)C1=NN=C(S1)C1(COC1)C1=CC=C(C=N1)N1C[C@@H](CCC1)NCC1(CC1)C (R)-1-(6-(3-(5-(5-cyclopropylpyridin-3-yl)-1,3,4-thiadiazol-2-yl)oxetan-3-yl)pyridin-3-yl)-N-((1-methylcyclopropyl)methyl)piperidin-3-amine